ClC=1C(=C(C(=CC1)N1N=NN=C1)C1=CC(N2[C@@H](CC[C@@]2(C1)[2H])C=1NC(=CN1)C1=C(C(=NC=C1)C(=O)O)F)=O)F 4-(2-((3S,8aR)-7-(3-chloro-2-fluoro-6-(1H-tetrazol-1-yl)phenyl)-5-oxo-1,2,3,5,8,8a-hexahydroindolizin-3-yl-8a-d)-1H-imidazol-5-yl)-3-fluoropicolinic acid